N,N-dimethylurea maleate C(\C=C/C(=O)O)(=O)O.CN(C(=O)N)C